(2S,5R)-1-(3-chloro-4-(pyrimidin-4-yl)benzoyl)-5-(2-chlorophenyl)pyrrolidine-2-carboxylic acid ClC=1C=C(C(=O)N2[C@@H](CC[C@@H]2C2=C(C=CC=C2)Cl)C(=O)O)C=CC1C1=NC=NC=C1